FC=1C=CC(=C2C=CC=NC12)C1=CNC2=NC(=CN=C21)N2C[C@@H]1[C@]([C@@H]1CC2)([C@H]2SC=C(N2)C)CN ((1S,6R,7S)-3-(7-(8-fluoroquinolin-5-yl)-5H-pyrrolo[2,3-b]pyrazin-3-yl)-7-((R)-4-methyl-2,3-dihydrothiazol-2-yl)-3-azabicyclo[4.1.0]heptan-7-yl)methanamine